6,6,6-trifluoro-1-iodohexane FC(CCCCCI)(F)F